(1s,4s)-4-(6-(2-(1H-imidazol-1-yl)acetamido)-4-bromo-1-oxoisoindolin-2-yl)-N-(3-methoxy-4-methylphenyl)cyclohexanecarboxamide N1(C=NC=C1)CC(=O)NC1=CC(=C2CN(C(C2=C1)=O)C1CCC(CC1)C(=O)NC1=CC(=C(C=C1)C)OC)Br